1-(4-(3-(6-(trifluoromethyl)-2-azaspiro[3.3]heptan-2-yl)pyrazin-2-yl)piperazin-1-yl)prop-2-en-1-one FC(C1CC2(CN(C2)C=2C(=NC=CN2)N2CCN(CC2)C(C=C)=O)C1)(F)F